FC(CN1N=CC(=C1)C1=CC=NC2=C(C=CC=C12)C1=C(C(=O)N)C=CN=C1)(F)F (4-(1-(2,2,2-trifluoroethyl)-1H-pyrazol-4-yl)quinolin-8-yl)isonicotinamide